tert-butyl (2R,3S,4S)-4-[(tert-butyldimethylsilyl)oxy]-3-[(4-nitrophenoxycarbonyl)oxy]-2-(pyridin-3-ylmethyl)pyrrolidine-1-carboxylate [Si](C)(C)(C(C)(C)C)O[C@@H]1[C@H]([C@H](N(C1)C(=O)OC(C)(C)C)CC=1C=NC=CC1)OC(=O)OC1=CC=C(C=C1)[N+](=O)[O-]